C(C)(C)(C)OC(=O)N1C2CC(CC1CC2)OCCOC2=NOCC2.O2C(=CC=C2)C=CC(=O)N 3-(furan-2-yl)acrylamide tert-Butyl-3-(2-((4,5-dihydroisoxazol-3-yl)oxy)ethoxy)-8-azabicyclo[3.2.1]octane-8-carboxylate